C(C)(C)(C)OC(=O)N1[C@@H]([C@H]2[C@H]3[C@@H]4C[C@@H]4[C@@H]([C@H]2C1)C3)C(N[C@@H](C[C@H]3C(NCC3)=O)C(N)=O)=O (1r,2S,3S,6r,7S,8S,10r)-3-{[(1S)-1-carbamoyl-2-[(3S)-2-oxopyrrolidin-3-yl]ethyl]carbamoyl}-4-azatetracyclo[5.3.1.0{2,6}.0{8,10}]undecane-4-carboxylic acid tert-butyl ester